3-[2-(3-Methoxyphenyl)ethynyl]azetidine COC=1C=C(C=CC1)C#CC1CNC1